(R)-N-(1-phenyl-2-(quinolin-2-yl)ethyl)isobutyramide C1(=CC=CC=C1)[C@@H](CC1=NC2=CC=CC=C2C=C1)NC(C(C)C)=O